3-[5-[4-[4-[(5R)-5-[(5-bromo-1-methyl-6-oxo-pyridazin-4-yl)amino]-1-methyl-3-piperidyl]benzoyl]piperazin-1-yl]-3-methyl-2-oxo-benzimidazol-1-yl]piperidine-2,6-dione BrC1=C(C=NN(C1=O)C)N[C@@H]1CC(CN(C1)C)C1=CC=C(C(=O)N2CCN(CC2)C2=CC3=C(N(C(N3C)=O)C3C(NC(CC3)=O)=O)C=C2)C=C1